acetyl-(3-D-glucosaminyl)asparagine C(C)(=O)N[C@@H](C(C(N)=O)C1[C@H](N)[C@@H](O)[C@H](O)[C@H](O1)CO)C(=O)O